N(=[N+]=[N-])CCOCCOCCOCCOCCC(NC(C)(CCC1=CC=C(C=C1)CCCCCCCC)CO)=O 1-azido-17-(hydroxymethyl)-17-(4-octylphenethyl)-15-oxo-3,6,9,12-tetraoxa-16-azaoctadecane